1-(3-(3-(5-aminopyrimidin-2-yl)-5-chlorophenyl)-1,1-dioxidothiomorpholino)prop-2-en-1-one NC=1C=NC(=NC1)C=1C=C(C=C(C1)Cl)C1CS(CCN1C(C=C)=O)(=O)=O